N-[(2E)-imidazolidin-2-ylidene]-4-({3-[(3-methylbutyl)carbamoyl]phenyl}amino)-3-(prop-1-en-2-yl)benzamide tert-butyl-(2R,3R)-3-fluoro-2-(hydroxymethyl)pyrrolidine-1-carboxylate C(C)(C)(C)OC(=O)N1[C@@H]([C@@H](CC1)F)CO.N1C(NCC1)=NC(C1=CC(=C(C=C1)NC1=CC(=CC=C1)C(NCCC(C)C)=O)C(=C)C)=O